1-cyclopropyl-6-fluoro-7-(4-methylpiperazin-1-yl)-1,2,3,4-tetrahydroquinolin-4-one C1(CC1)N1CCC(C2=CC(=C(C=C12)N1CCN(CC1)C)F)=O